NC1=CC=C(C=C1)CCN1[C@H](O[C@H](C1=O)C)C=1C(=NN(C1)C1=CC=C(C=C1)Br)C1=COC=C1 (2R,5S)-3-(4-aminophenylethyl)-2-(1-(4-bromophenyl)-3-(furan-3-yl)-1H-pyrazol-4-yl)-5-methyloxazolidin-4-one